phenyl (3R,4S)-4-((N,N-dimethylsulfamoyl)amino)-3-((((1s,4S)-4-(3-fluorophenyl)cyclohexyl)oxy)methyl)piperidine-1-carboxylate CN(S(=O)(=O)N[C@@H]1[C@@H](CN(CC1)C(=O)OC1=CC=CC=C1)COC1CCC(CC1)C1=CC(=CC=C1)F)C